tert-Butyl (2S,4R)-4-hydroxy-2-(((S)-1-(4-(4-methylthiazol-5-yl)phenyl)ethyl) carbamoyl)pyrrolidine-1-carboxylate O[C@@H]1C[C@H](N(C1)C(=O)OC(C)(C)C)C(N[C@@H](C)C1=CC=C(C=C1)C1=C(N=CS1)C)=O